C(C)N[Ti].C(C)N[Ti].C(C)N[Ti].C(C)N[Ti].[Ti] titanium tetra(ethylaminotitanium)